3-allylformylaminobenzeneboronic acid C(C=C)C(=O)NC=1C=C(C=CC1)B(O)O